4-methylpentanedioic anhydride CC1CCC(=O)OC1=O